O=C1N(CCC(N1)=O)C1=NN(C2=CC(=CC=C12)[C@H]1[C@H](CN(CC1)C(=O)OC(C)(C)C)OC)C tert-butyl (3R,4S)-4-[3-(2,4-dioxohexahydropyrimidin-1-yl)-1-methyl-indazol-6-yl]-3-methoxy-piperidine-1-carboxylate